N-(2-((2R,3R)-1,2-diethylpiperidin-3-yl)thieno[2,3-b]pyridin-4-yl)benzo[d]thiazol-5-amine C(C)N1[C@@H]([C@@H](CCC1)C1=CC=2C(=NC=CC2NC=2C=CC3=C(N=CS3)C2)S1)CC